S(C1=C(C(=CC(=C1)C)C(C)(C)C)O)C1=C(C(=CC(=C1)C)C(C)(C)C)O 2,2'-thiobis(6-t-butyl-4-methyl-phenol)